C(C)OC(=O)C=1C(=CC=C2C=CC=NC12)O 7-hydroxyquinoline-8-carboxylic acid ethyl ester